C(N)(OCC=1C=2C=C3N(C2C=CC1)CC=C3)=O pyrrolo[1,2-a]indol-8-ylmethyl carbamate